OCCCCCOC1=CC=CC(=N1)NC=1C=C2C(=CN=C(C2=CN1)NC)C=1OC2=C(N1)C=C(C=C2)N(C(OC(C)(C)C)=O)C tert-butyl N-[2-[6-[[6-(5-hydroxypentoxy)-2-pyridyl]amino]-1-(methylamino)-2,7-naphthyridin-4-yl]-1,3-benzoxazol-5-yl]-N-methyl-carbamate